C(#CC1=CC=C(C(=O)O)C=C1)C1=CC=C(C(=O)O)C=C1 4,4'-(ethyne-1,2-diyl)dibenzoic acid